F[C@@H]1CN(CC1)C1=CC(=C(N=N1)C(=O)[O-])OC (S)-6-(3-fluoropyrrolidin-1-yl)-4-methoxypyridazine-3-carboxylate